NC(C)(C(C(C)(C)N)=O)C 2,4-diamino-2,4-dimethylpentan-3-one